1-[(2R)-2-(4-cyclopropyl-triazol-1-yl)-3,3-dimethyl-butyryl]-N-[(2,5-dichlorophenyl)-tetrahydrofuran-3-yl-methyl]-4-hydroxy-pyrrolidine-2-carboxamide C1(CC1)C=1N=NN(C1)[C@@H](C(=O)N1C(CC(C1)O)C(=O)NC(C1COCC1)C1=C(C=CC(=C1)Cl)Cl)C(C)(C)C